C1(=CC=CC=C1)C1=NC(=NC(=N1)C1=CC=CC=C1)C1=C(C=C(C(=C1)F)C1=CC=CC=C1)F 4-(4,6-diphenyl-1,3,5-triazin-2-yl)-3,6-difluoro-[1,1'-biphenyl]